BrC1=C(C=C(OC2=NC=CC=C2)C=C1)C(F)F 2-(4-bromo-3-(difluoromethyl)phenoxy)pyridine